(S)-2-((tert-butoxycarbonyl)amino)-3-(7-(diethylamino)-2-oxo-2H-chromene-3-carboxamido)propanoic acid C(C)(C)(C)OC(=O)N[C@H](C(=O)O)CNC(=O)C=1C(OC2=CC(=CC=C2C1)N(CC)CC)=O